CC1(C(C(=CC2(CN(CCO2)C(=O)C=2C(=NC(=NC2)C)C(F)(F)F)C1)C#N)=O)C 10,10-dimethyl-4-[2-methyl-4-(trifluoromethyl)pyrimidine-5-carbonyl]-9-oxo-1-oxa-4-azaspiro[5.5]undec-7-ene-8-carbonitrile